1-benzyl-3-(3-(benzyloxy)phenyl)-3-(2,6-dibromo-4-fluorobenzyl)piperazin-2-one C(C1=CC=CC=C1)N1C(C(NCC1)(CC1=C(C=C(C=C1Br)F)Br)C1=CC(=CC=C1)OCC1=CC=CC=C1)=O